CN1CCN(CC1)CC=1C=C(N)C=C(C1)C(F)(F)F 3-((4-methylpiperazin-1-yl)methyl)-5-(trifluoromethyl)aniline